COC=1C=C2N(CCN(C2=CC1)C(=O)OC(C)(C)C)C(C=CC1=CC=C(C=C1)C#N)=O tert-butyl 6-methoxy-4-[3-(4-cyanophenyl)-1-oxoprop-2-enyl]-1,2,3,4-tetrahydroquinoxaline-1-carboxylate